ethyl 4-(4-fluorophenyl)-2-hydrazono-3-oxobutanoate FC1=CC=C(C=C1)CC(C(C(=O)OCC)=NN)=O